1-(2,4-dichlorophenyl)-3-methylbutan-1-one ClC1=C(C=CC(=C1)Cl)C(CC(C)C)=O